(S)-5-methyl-4,7-diazaspiro[2.5]octane C[C@@H]1NC2(CC2)CNC1